N-((2-fluorophenyl)(methyl)(oxo)-λ6-sulfaneylidene)-2-methoxy-4-(5-(trifluoromethyl)-1,2,4-oxadiazol-3-yl)benzamide FC1=C(C=CC=C1)S(=NC(C1=C(C=C(C=C1)C1=NOC(=N1)C(F)(F)F)OC)=O)(=O)C